3-fluoro-5-methoxy-6-[3-(trifluoromethyl)phenoxy]-2-[3-(trifluoromethyl)-1H-pyrazol-1-yl]pyridine FC=1C(=NC(=C(C1)OC)OC1=CC(=CC=C1)C(F)(F)F)N1N=C(C=C1)C(F)(F)F